C12CN(CC(CC1)N2)C=2C1=C(N=C(N2)OCC2(CC2)CN(C)C)CN(CC1)C1=CC(=CC2=CC=CC(=C12)C)O 4-(4-(3,8-diazabicyclo[3.2.1]octan-3-yl)-2-((1-((dimethylamino)methyl)cyclopropyl)methoxy)-5,8-dihydropyrido[3,4-d]pyrimidin-7(6H)-yl)-5-methylnaphthalen-2-ol